N-(3-chloro-2-methylphenyl)-4-(N-(2-fluorophenyl)sulfamoyl)benzamide ClC=1C(=C(C=CC1)NC(C1=CC=C(C=C1)S(NC1=C(C=CC=C1)F)(=O)=O)=O)C